C[Pt](C1(C=CC=C1)C(=O)OC)(C)C trimethyl-(methoxycarbonylcyclopentadienyl)platinum (IV)